S1C=C(C=C1)CCC(=O)N 3-(thiophen-3-yl)propanamide